alpha-D-mannose O[C@@H]1[C@@H](O)[C@@H](O)[C@H](O)[C@H](O1)CO